ClC=1C=C(C=CC1)C1=NN(C(C2=CC=CC=C12)=O)NC(CC1=CC(=CC(=C1)F)F)=O N-[4-(3-chlorophenyl)-1-oxophthalazin-2(1H)-yl]-2-(3,5-difluorophenyl)acetamide